5-(2-chlorobenzyl)-2-(diethylsilyl)-4,5,6,7-tetrahydrothieno[3,2-c]Pyridine ClC1=C(CN2CC3=C(CC2)SC(=C3)[SiH](CC)CC)C=CC=C1